3,5-trimethyl-1-hexanol CC(CCO)CC(C)(C)C